1-bromopinacolone BrCC(C(C)(C)C)=O